4-(4-ethylpiperidin-1-yl)-3,5-difluoroaniline C(C)C1CCN(CC1)C1=C(C=C(N)C=C1F)F